CNC(OC1(CCCCC1)C)=O 1-methylcyclohexyl methylcarbamate